C(C)(C)(C)OC(=O)N1CCC(=CC1)C1=CC(=CC=C1)C=1N=NN(C1)CC1=C(C=C(C=C1)C(=O)OC)F.C(C)(CC)NC1=CC=C(C=C1)CC1=CC=C(C=C1)NC(C)CC N-secbutyl-4-[[4-(sec-butylamino)phenyl]methyl]aniline Tert-butyl-4-(3-(1-(2-fluoro-4-(methoxycarbonyl)benzyl)-1H-1,2,3-triazol-4-yl)phenyl)-3,6-dihydropyridine-1(2H)-carboxylate